4H-1,2,4-benzotriazole N1=NC=C2C1=CC=CN2